(S)-2,2,2-trifluoro-1-((6-methoxy-2-(pyrrolidin-1-yl)-7-(3-(pyrrolidin-1-yl)prop-1-yn-1-yl)quinazolin-4-yl)amino)ethan-1-ol FC([C@H](O)NC1=NC(=NC2=CC(=C(C=C12)OC)C#CCN1CCCC1)N1CCCC1)(F)F